OCCNC1=CC=CC=C1 N-(2-Hydroxyethyl)anilin